FC1(C(CN(CC1)C1=C(C(=O)O)C=CC(=N1)C(F)(F)F)C)F 2-(4,4-difluoro-3-methylpiperidin-1-yl)-6-(trifluoromethyl)nicotinic acid